2-(2,6-dioxo-3-piperidyl)-5-[2-(hydroxymethyl)-7-azaspiro[3.5]nonan-7-yl]isoindoline-1,3-dione O=C1NC(CCC1N1C(C2=CC=C(C=C2C1=O)N1CCC2(CC(C2)CO)CC1)=O)=O